4-(3-hydroxypropionyl)-4,5-dihydro-1H-benzo[e][1,4]diazepin-2(3H)-one OCCC(=O)N1CC(NC2=C(C1)C=CC=C2)=O